(5-tosyloxyimino-5H-thiophen-2-ylidene)-2-methylphenyl-acetonitrile S(=O)(=O)(C1=CC=C(C)C=C1)ON=C1C=CC(S1)=C(C#N)C1=C(C=CC=C1)C